C(CCCCCCCCCCCCCCC)[N+](CC1=CC=CC=C1)(CC)CC N-hexadecyl-N,N-diethyl-N-Benzylammonium